BrC1=NOC(C1)(C(F)(F)F)C1=CC(=CC(=C1)C(F)(F)F)Cl bromo-5-(3-chloro-5-(trifluoromethyl)phenyl)-5-(trifluoromethyl)-4,5-dihydroisoxazole